ClC1=CC=C2C(CNC2=C1)(CC(C(CC)C)=O)O 6-chloro-3-hydroxy-3-(3-methyl-2-oxopentyl)-2,3-dihydro-1H-indol